C(C)NC(C(C)OC1=C(C=C(C=C1)C=O)[N+](=O)[O-])=O N-ETHYL-2-(4-FORMYL-2-NITROPHENOXY)PROPANAMIDE